sodium methylnaphthalenesulfonate CC1=C(C2=CC=CC=C2C=C1)S(=O)(=O)[O-].[Na+]